FC(C1CCN(CC1)C=1C=C2C=CC(=CC2=CC1)NC1CCN(CC1)C(=O)N)(F)F 4-((6-(4-(trifluoromethyl)piperidin-1-yl)naphthalen-2-yl)amino)piperidine-1-carboxamide